C(C)C=1NC(C=CC1N1CN(C2=CC(=CC=C2C1=O)C(F)(F)F)C1=C(C=C(C=C1)F)C(C)C)=O 3-(2-ethyl-6-oxo-1,6-dihydropyridin-3-yl)-1-(4-fluoro-2-isopropylphenyl)-7-(trifluoromethyl)-2,3-dihydroquinazolin-4(1H)-one